ClC=1C(=C(CN2CCC(CC2)(C(=O)O)CC2=NC(=C(C(=C2C)C(CC)=O)F)NC2=NNC(=C2)C)C=CC1)F 1-(3-chloro-2-fluorobenzyl)-4-((3-methyl-5-fluoro-6-((5-methyl-1H-pyrazol-3-yl)amino)-4-propionylpyridin-2-yl)methyl)piperidine-4-carboxylic acid